N-ethyl-4,5-difluoro-2-nitroaniline C(C)NC1=C(C=C(C(=C1)F)F)[N+](=O)[O-]